ClC=1C=C(C=CC1)C1=C(C(=CC(=C1)F)C1=CC(=NC=C1)N1CCN(CC1)C(CO)(C)C)OC 3-chloro-5'-fluoro-3'-(2-(4-(1-hydroxy-2-methylpropan-2-yl)piperazin-1-yl)pyridin-4-yl)-2'-methoxy-[1,1'-biphenyl]